N-(4-fluorobenzyl)-3-((4-bromophenyl)sulphonamido)-4-(4-isopropylpiperazin-1-yl)benzamide FC1=CC=C(CNC(C2=CC(=C(C=C2)N2CCN(CC2)C(C)C)NS(=O)(=O)C2=CC=C(C=C2)Br)=O)C=C1